COC1=C(C=CC(=C1)CNC1=C2C(=NC=N1)N(N=C2)C)S(=O)(=O)N 2-Methoxy-4-(((1-methyl-1H-pyrazolo[3,4-d]pyrimidin-4-yl)amino)methyl)-benzenesulfonamide